(9H-fluoren-9-yl)methyl (S)-(1-(4-bromophenyl)-3-hydroxypropan-2-yl)carbamate BrC1=CC=C(C=C1)C[C@@H](CO)NC(OCC1C2=CC=CC=C2C=2C=CC=CC12)=O